8-[4-(3-bromo-2-chloro-phenyl)-3-chloro-2-pyridyl]-1-methyl-2,3,4,5-tetrahydro-1,4-benzodiazepine BrC=1C(=C(C=CC1)C1=C(C(=NC=C1)C1=CC2=C(CNCCN2C)C=C1)Cl)Cl